4-(2-chloro-5-iodophenyl)benzene ClC1=C(C=C(C=C1)I)C1=CC=CC=C1